C1(CC1)CC1=C(OC=2NC(=CC21)C(=O)O)C(F)(F)F (cyclopropylmethyl)-2-(trifluoromethyl)-6H-furo[2,3-b]pyrrole-5-carboxylic acid